O1CCN(CC1)C(CS)C 2-morpholinopropanethiol